2-(2,4-dichlorophenyl)-5-(1H-pyrrolo[2,3-b]pyridin-4-yl)-1-{[2-(trimethylsilyl)ethoxy]methyl}-1H-pyrrole-3-carboxamide ClC1=C(C=CC(=C1)Cl)C=1N(C(=CC1C(=O)N)C1=C2C(=NC=C1)NC=C2)COCC[Si](C)(C)C